N#[Mo] molybdenum nitride